ClC1=CC(=C(C(=C1)F)N1CC(CCC1)(O)COC1=C2N=CC=NC2=CC=C1)F 1-(4-chloro-2,6-difluorophenyl)-3-((quinoxalin-5-yloxy)methyl)piperidin-3-ol